C(C)C1=NC=CC(=C1)CN (2-ethylpyridin-4-yl)methanamine